ClC1=CC=C(S1)C#CC1=NC(=C2N=CN(C2=N1)[C@H]1[C@@H]([C@@H]([C@@]2(C[C@H]12)C#N)O)O)NC (1R,2R,3S,4R,5S)-4-(2-((5-chlorothiophen-2-yl)ethynyl)-6-(methylamino)-9H-purin-9-yl)-2,3-dihydroxybicyclo[3.1.0]hexane-1-carbonitrile